FC(C1=CC=C(C=C1)CC=1C=2N(C=CC1)N=CC2C(=O)NC2=CC=C(C=C2)CC(=O)O)(F)F 2-[4-[[4-[[4-(trifluoromethyl)phenyl]methyl]pyrazolo[1,5-a]pyridine-3-carbonyl]amino]phenyl]acetic acid